FC1=C(C#N)C=CC(=C1)C1=NC=2C(=NC=CC2N2CC3C(C2)COC3)N1C1=C(C=C(C=C1)N1CC(CC1)OC)F 2-Fluoro-4-(3-(2-fluoro-4-(3-methoxypyrrolidin-1-yl)phenyl)-7-(tetrahydro-1H-furo[3,4-c]pyrrol-5(3H)-yl)-3H-imidazo[4,5-b]pyridin-2-yl)benzonitrile